(Z)-3-acetamido-4-(2,4,5-trifluorophenyl)-2-butenoic acid benzyl ester C(C1=CC=CC=C1)OC(\C=C(\CC1=C(C=C(C(=C1)F)F)F)/NC(C)=O)=O